butyl (S)-2-(hydroxymethyl)piperazine-1-carboxylate OC[C@H]1N(CCNC1)C(=O)OCCCC